O=C1CC(N(C2=C(N1)C1=CC=CC=C1C=C2)C2=CC=C(C=C2)N(S(=O)(=O)C2=C(C=CC=C2)[N+](=O)[O-])C)=O N-[4-(2,4-dioxo-1,2,3,4-tetrahydronaphtho[1,2-b][1,4]diazepin-5-yl)phenyl]-N-methyl-2-nitrobenzenesulfonamide